(R)-6-(2,4-dihydroxy-5-methylphenyl)-1-(1-hydroxy-3-methylbutan-2-yl)-4-oxo-1,4-dihydropyridine-3-carboxylic acid ethyl ester C(C)OC(=O)C1=CN(C(=CC1=O)C1=C(C=C(C(=C1)C)O)O)[C@@H](CO)C(C)C